8-bromo-3-methyl-1,2,3,4-tetrahydrocarbazole BrC=1C=CC=C2C=3CC(CCC3NC12)C